C(#C)C=1SC=C(N1)C(=O)N(C1=CC(=CC(=C1)OC(F)(F)F)OC)[C@@H]1C(N(CC1)C(C)C)=O (S)-2-Ethynyl-N-(1-isopropyl-2-oxopyrrolidin-3-yl)-N-(3-methoxy-5-(trifluoromethoxy)phenyl)thiazole-4-carboxamide